ClC1=C(CC2=CC=CC3=C2NC(=NS3(=O)=O)O)C=CC=C1 5-(2-chlorobenzyl)-3-hydroxy-4H-benzo[e][1,2,4]thiadiazine 1,1-dioxide